OCC1=NN=C(S1)C=1C(=CC(=NC1)C1=CC=C2N1N=CC(=C2)C#N)NC(C)C 7-(5-(5-(hydroxymethyl)-1,3,4-thiadiazol-2-yl)-4-(isopropylamino)pyridin-2-yl)pyrrolo[1,2-b]pyridazine-3-carbonitrile